[Na+].OC(C)(C)S(=O)(=O)[O-] 2-hydroxy-2-propanesulfonic acid monosodium salt